C[C@]12CC[C@H]3[C@H]([C@@H]1CC[C@@H]2O)CCC4=C3C=CC(=C4)OS(=O)(=O)O The molecule is a steroid sulfate obtained by the formal condensation of sulfuric acid with the 3-hydroxy group of 17beta-estradiol. It has a role as a mammalian metabolite. It is a steroid sulfate and a 17beta-hydroxy steroid. It derives from a 17beta-estradiol. It is a conjugate acid of a 17beta-estradiol 3-sulfate(1-).